(E)-2-bromo-4-methyl-1-(prop-1-en-1-yl)benzene BrC1=C(C=CC(=C1)C)\C=C\C